BrC=1C=CC(=C(C1)NC(CCCNC(OC(C)(C)C)=O)=O)O tert-butyl (4-((5-bromo-2-hydroxyphenyl)amino)-4-oxobutyl)carbamate